9-(5-(Difluoromethyl)-1,3,4-thiadiazol-2-yl)-N-(1-methylcyclopropyl)-4-(piperidin-4-yl)-9H-pyrimido[4,5-b]indole-7-sulfonamide FC(C1=NN=C(S1)N1C2=C(C3=CC=C(C=C13)S(=O)(=O)NC1(CC1)C)C(=NC=N2)C2CCNCC2)F